5-(8-((1S,2S)-2-(4-((3S,4R)-3,4-difluoropyrrolidine-1-carbonyl)phenyl)cyclopropyl)imidazo[1,2-b]pyridazin-6-yl)pyrimidine-2,4(1H,3H)-dione F[C@H]1CN(C[C@H]1F)C(=O)C1=CC=C(C=C1)[C@@H]1[C@H](C1)C=1C=2N(N=C(C1)C=1C(NC(NC1)=O)=O)C=CN2